FC1=C(C=CC(=C1)F)[C@H](C)NC([C@@H](C)N1C(NC2=CC=CC=C2C1=O)=O)=O (R)-N-((S)-1-(2,4-difluorophenyl)ethyl)-2-(2,4-dioxo-1,4-dihydroquinazolin-3(2H)-yl)propanamide